NC1=NC=NC=C1\C=C(\C(=O)OC)/NC(=O)OC(C)(C)C methyl (Z)-3-(4-aminopyrimidin-5-yl)-2-(tert-butoxycarbonylamino)prop-2-enoate